N-(1-(5-(trifluoromethoxy)pyridin-2-yl)ethyl)cyclopropanamine FC(OC=1C=CC(=NC1)C(C)NC1CC1)(F)F